6-chloro-N-methyl-5-(1,4-dioxa-8-azaspiro[4.5]decan-8-yl)picolinamide ClC1=C(C=CC(=N1)C(=O)NC)N1CCC2(OCCO2)CC1